3-(2,2-difluoroethyl)-1-(trans-4-((4-(4-hydroxyazepan-1-yl)-5-(trifluoromethyl)pyrimidin-2-yl)amino)cyclohexyl)-1-(5-(2-methoxypyrimidin-5-yl)pyridin-2-yl)urea FC(CNC(N(C1=NC=C(C=C1)C=1C=NC(=NC1)OC)[C@@H]1CC[C@H](CC1)NC1=NC=C(C(=N1)N1CCC(CCC1)O)C(F)(F)F)=O)F